N-hexadecyl-N,N-dimethyl-N-benzyl-ammonium chloride [Cl-].C(CCCCCCCCCCCCCCC)[N+](CC1=CC=CC=C1)(C)C